ClC=1C=CC(=C(C1)C1=CC(=CN=N1)C1N(CCN(C1)C)C(=O)O)F 6-(5-chloro-2-fluorophenyl)pyridazin-4-yl-4-methylpiperazine-1-carboxylic acid